(S)-1-(aminomethyl)-5-chloro-7-fluoro-8-hydroxy-3,4-dihydroisoquinoline-2(1H)-carboxylic acid tert-butyl ester C(C)(C)(C)OC(=O)N1[C@@H](C2=C(C(=CC(=C2CC1)Cl)F)O)CN